C(C)C(C(=O)O)=[N+]=[N-].C(C)(C)(C)C1=CC=C(C=C1)C=1N=CSC1 4-(4-tert-butylphenyl)thiazole 2-Ethyl-diazoacetate